ClC=1C(=C(C(=NC1C)NCC(=O)N(C)C1=CC(=CC=C1)C#N)C#N)C 2-((5-chloro-3-cyano-4,6-dimethylpyridin-2-yl)-amino)-N-(3-cyanophenyl)-N-methylacetamide